3-(1-methyl-7-(2-(4-(3-methylisothiazole-5-carbonyl)piperazin-1-yl)-2-oxo-ethoxy)-1H-indazol-3-yl)piperidine-2,6-dione CN1N=C(C2=CC=CC(=C12)OCC(=O)N1CCN(CC1)C(=O)C1=CC(=NS1)C)C1C(NC(CC1)=O)=O